COC1=C(C=C(C(=C1)O)C(C1=CC=CC=C1)=O)CC1=C(C=C(C(=C1)C(C1=CC=CC=C1)=O)O)OC bis(2-methoxy-4-hydroxy-5-benzoylphenyl)methane